N-ethyl-1-[2-fluoro-4-(trifluoromethyl)phenyl]ethanamine C(C)NC(C)C1=C(C=C(C=C1)C(F)(F)F)F